7-(7-chloro-1H-benzo[d]imidazole-2-carbonyl)-5,6,7,8-tetrahydroimidazo[1,5-a]pyrazine-3-carbonitrile ClC1=CC=CC2=C1NC(=N2)C(=O)N2CC=1N(CC2)C(=NC1)C#N